ClC1=C(C=NNC(N)=N)C(=CC(=C1)Cl)F 2-(2,4-dichloro-6-fluorobenzylidene)hydrazine-carboximidamide